ClC1=C(C(=CC=C1)Cl)NC(C1=C(C=C(C(=C1)F)N1N=C2COCCN2C1=O)O[C@H](C(F)(F)F)C)=O N-(2,6-dichlorophenyl)-5-fluoro-4-(3-oxo-5,6-dihydro-3H-[1,2,4]triazolo[3,4-c][1,4]oxazin-2(8H)-yl)-2-{[(2S)-1,1,1-trifluoropropan-2-yl]oxy}benzamide